COC(C1=C(C(=CC(=C1)C)N)O)=O 3-amino-2-hydroxy-5-methylbenzoic acid methyl ester